CC(CC)(C)C1=NC(=CC=C1)P(C1=CC=CC=C1)C1=CC=CC=C1 2-(1,1-dimethylpropyl)-6-(diphenylphosphino)pyridine